2-(cyclopropanecarboxamido)acetic acid C1(CC1)C(=O)NCC(=O)O